2-(3-{[(3RS)-pyrrolidin-3-yl]oxy}pyridin-4-yl)-3-[3-(trifluoromethyl)phenyl]-1H-pyrrolo[3,2-b]pyridine N1C[C@@H](CC1)OC=1C=NC=CC1C1=C(C2=NC=CC=C2N1)C1=CC(=CC=C1)C(F)(F)F |r|